2,4-di(tert-butyl)-6-phenylphenoxytitanium C(C)(C)(C)C1=C(O[Ti])C(=CC(=C1)C(C)(C)C)C1=CC=CC=C1